CC1(OC[C@H](O1)[C@H]1CCC(O1)(C)C)C (3aR,5R,6S,6aR)-5-((S)-2,2-dimethyl-1,3-dioxolan-4-yl)-2,2-dimethyltetrahydrofuran